5-((diethylamino)methyl)-N-(5-fluoro-1-methyl-1H-benzo[d]imidazol-2-yl)benzo[d]oxazol-2-amine C(C)N(CC)CC=1C=CC2=C(N=C(O2)NC2=NC3=C(N2C)C=CC(=C3)F)C1